FC=1C=C(C#N)C=CC1C=1C2=C(N=C(N1)N1CC(OCC1)C1=CC(=NC=C1)OC)C(N(C(=N2)C(F)(F)F)C)=O 3-fluoro-4-(2-(2-(2-methoxypyridin-4-yl)morpholino)-7-methyl-8-oxo-6-(trifluoromethyl)-7,8-dihydropyrimido[5,4-d]pyrimidin-4-yl)benzonitrile